3-[5-methoxy-3-methyl-2-oxo-4-(4-piperidyl)benzimidazol-1-yl]-1-methyl-piperidine-2,6-dione COC1=C(C2=C(N(C(N2C)=O)C2C(N(C(CC2)=O)C)=O)C=C1)C1CCNCC1